4-((3aR,4R,6R,6aS)-6-(5-bromo-2-chloro-7H-pyrrolo[2,3-d]pyrimidin-7-yl)-2,2-dimethyltetrahydro-4H-cyclopenta[d][1,3]dioxol-4-yl)piperidine-1-carboxylate BrC1=CN(C=2N=C(N=CC21)Cl)[C@@H]2C[C@@H]([C@@H]1[C@H]2OC(O1)(C)C)C1CCN(CC1)C(=O)[O-]